((6-(2-chloro-6-(prop-1-en-2-yl)-7H-pyrrolo[2,3-d]pyrimidin-7-yl)pyridin-2-yl)imino)dimethyl-λ6-sulfanone ClC=1N=CC2=C(N1)N(C(=C2)C(=C)C)C2=CC=CC(=N2)N=S(=O)(C)C